ClC=1C=C(C=C2C(=CC(NC12)=O)N[C@H](C(=O)/N=C/N(C)C)C)C(F)(F)F (NE,2S)-2-[[8-chloro-2-oxo-6-(trifluoromethyl)-1H-quinolin-4-yl]amino]-N-(dimethylaminomethylene)propionamide